COC1=CC=C(OC2=CC=C(C=C2)C=2NC=3N(N=CC3C3CN(CC3)C#CC)C2C(=O)N)C=C1 2-(4-(4-methoxyphenoxy)phenyl)-7-(1-propynylpyrrolidin-3-yl)-1H-imidazo[1,2-b]pyrazole-3-carboxamide